1-cyclohexylmethyl-3-methylbenzene C1(CCCCC1)CC1=CC(=CC=C1)C